6-cyclopropyl-1-(3-methoxypropyl)-1H-pyrazolo[3,4-b]pyrazin-3-amine C1(CC1)C1=CN=C2C(=N1)N(N=C2N)CCCOC